N-(2-methylpyridin-4-yl)pyrimido[1',6':1,5]pyrazolo[4,3-c][1,7]naphthyridin-6-amine CC1=NC=CC(=C1)NC1=NC2=CN=CC=C2C=2C1=C1N(N2)C=NC=C1